N1N=CC2=CC=C(C=C12)NC1=NC(=NC=C1C)NC1=CC=C(C=C1)N1CCC(CC1)N1CCN(CC1)C N4-(1H-indazol-6-yl)-5-methyl-N2-(4-(4-(4-methylpiperazin-1-yl)piperidin-1-yl)phenyl)pyrimidine-2,4-diamine